Cl.Cl.N1C(=NCC1)C(C)(C)N=NC(C)(C)C=1NCCN1 1,2-bis(2-(4,5-dihydro-1H-imidazol-2-yl)prop-2-yl)diazene dihydrochloride